N-(2-(2-(2H-tetrazol-5-yl)phenyl)-6-(benzyl(propyl)amino)pyridin-4-yl)-2-(2-methoxyphenyl)acetamide N=1NN=NC1C1=C(C=CC=C1)C1=NC(=CC(=C1)NC(CC1=C(C=CC=C1)OC)=O)N(CCC)CC1=CC=CC=C1